N-cyclohexyl-4-[[2-(4-methylphenyl)imidazo[1,2-a]pyrazin-3-yl]amino]benzamide C1(CCCCC1)NC(C1=CC=C(C=C1)NC1=C(N=C2N1C=CN=C2)C2=CC=C(C=C2)C)=O